ClC1=CC=C(C=C1)C[C@@H](C(NC1=CC(=NN1)C1=CC=NC=C1)=O)NC(OC(C)(C)C)=O tert-butyl (S)-(3-(4-chlorophenyl)-1-oxo-1-((3-(pyridin-4-yl)-1H-pyrazol-5-yl)amino)propan-2-yl)carbamate